C(C)(C)(C)OC(=O)N1CCC(CC1)C1=NC(=CC=C1)OCC1=CC(=C(C=C1)C(=O)OC)OC 4-(6-((3-methoxyl-4-(Methoxycarbonyl)benzyl)oxy)pyridin-2-yl)piperidine-1-carboxylic acid tert-butyl ester